(E)-8-bromooctanoic acid non-2-en-1-yl ester C(C=CCCCCCC)OC(CCCCCCCBr)=O